1,3-bis(3,3-dimethylbutyrylamino)-5-isobutyryl-aminobenzene CC(CC(=O)NC1=C(C(=CC(=C1)C(C(C)C)=O)NC(CC(C)(C)C)=O)N)(C)C